3-(tert-butylcarbamoyl)-6-(trimethoxysilyl)hexanoic acid C(C)(C)(C)NC(=O)C(CC(=O)O)CCC[Si](OC)(OC)OC